OCCN(CCCCO)C(C)CC 4-[(2-hydroxyethyl)(butan-2-yl)amino]butan-1-ol